C1(=CC=C(C=C1)NC(C(C)(C)C=1N=C(SC1)NS(=O)(=O)C1CC1)=O)C1=CC=CC=C1 N-([1,1'-biphenyl]-4-yl)-2-(2-(cyclopropanesulfonamido)thiazol-4-yl)-2-methylpropanamide